C(C)C1(COC1)COC=1C=NC=CC1C1=C(C=2C(NCCC2N1)=O)NC1=C(C(=CC=C1)F)OC 2-{3-[(3-ethyloxetan-3-yl)methoxy]pyridin-4-yl}-3-(3-fluoro-2-methoxyanilino)-1,5,6,7-tetrahydro-4H-pyrrolo[3,2-c]pyridin-4-one